3a,4,7,7a-tetrahydro-N-(trichloromethanesulphenyl)phthalimide C1C=CCC2C1C(=O)N(C2=O)SC(Cl)(Cl)Cl